3,13-dimethyl-17-[3-(triazol-1-ylmethyl)oxetan-3-yl]-2,4,5,6,7,8,9,10,11,12,14,15,16,17-tetradecahydro-1H-cyclopenta[a]phenanthren-3-ol CC1(CCC2C3CCC4(C(CCC4C3CCC2C1)C1(COC1)CN1N=NC=C1)C)O